tert-butyl (2S,3R)-3-hydroxy-2-(((3R,5R)-1-isobutyryl-5-(methoxycarbonyl)pyrrolidin-3-yl)carbamoyl)pyrrolidine-1-carboxylate O[C@H]1[C@H](N(CC1)C(=O)OC(C)(C)C)C(N[C@H]1CN([C@H](C1)C(=O)OC)C(C(C)C)=O)=O